N-allyl-2,6-dihydroxy-5'-methyl-4-pentyl-2'-(prop-1-en-2-yl)-1',2',3',4'-tetrahydro-[1,1'-biphenyl]-3-carboxamide C(C=C)NC(=O)C=1C(=C(C(=CC1CCCCC)O)C1C(CCC(=C1)C)C(=C)C)O